[Cl-].BrC=1C=NC(=NC1)N1N=C(N=C1[C@H](C)[NH3+])C1CC1 [(1S)-1-[2-(5-bromopyrimidin-2-yl)-5-cyclopropyl-1,2,4-triazol-3-yl]ethyl]ammonium chloride